1-(11Z,14Z-eicosadienoyl)-2-(9Z,12Z-octadecadienoyl)-glycero-3-phospho-(1'-sn-glycerol) CCCCC/C=C\C/C=C\CCCCCCCCCC(=O)OC[C@H](COP(=O)(O)OC[C@H](CO)O)OC(=O)CCCCCCC/C=C\C/C=C\CCCCC